(1R,2S,3R,5R)-3-[4-amino-5-(1-benzylpyrazol-3-yl)-2-chloropyrrolo[2,3-d]pyrimidin-7-yl]-5-(1-methylpiperidin-4-yl)cyclopentane-1,2-diol NC=1C2=C(N=C(N1)Cl)N(C=C2C2=NN(C=C2)CC2=CC=CC=C2)[C@H]2[C@@H]([C@@H]([C@H](C2)C2CCN(CC2)C)O)O